[Mg].[Br].[K] potassium bromine-magnesium salt